N-(1-(4-(trifluoromethyl)benzyl)-1H-pyrazolo[3,4-b]pyridin-5-yl)acrylamide FC(C1=CC=C(CN2N=CC=3C2=NC=C(C3)NC(C=C)=O)C=C1)(F)F